6-amino-4-cyclobutoxynicotinic acid methyl ester COC(C1=CN=C(C=C1OC1CCC1)N)=O